3-vinylpyrrolidine-1-carboxylate C(=C)C1CN(CC1)C(=O)[O-]